pyridine-3-Nitrile N1=CC(=CC=C1)C#N